ClC=1C=C(C=CC1OCC1=CC(=CC=C1)F)NC1=NC=NC2=CC(=C(C=C12)[N+](=O)[O-])C#CC1[C@@H]2CN(C[C@H]12)C N-(3-chloro-4-((3-fluorobenzyl)oxy)phenyl)-7-(((1R,5S,6s)-3-methyl-3-azabicyclo[3.1.0]hexan-6-yl)ethynyl)-6-nitroquinazolin-4-amine